FC(C#N)(C)C1=C(C(=CC=C1F)C)C 2-fluoro-2-(6-fluoro-2,3-dimethylphenyl)propionitrile